2,4,6-tributylphenyl acrylate C(C=C)(=O)OC1=C(C=C(C=C1CCCC)CCCC)CCCC